methyl DL-β-acetylthioisobutyrate C(C)(=O)CC(C(=S)OC)C